(S)-2-amino-N1,N5-bis{2-[(α-L-fucopyranosyl)oxy]ethyl}pentanediamide N[C@H](C(=O)NCCO[C@H]1[C@@H](O)[C@H](O)[C@H](O)[C@@H](O1)C)CCC(=O)NCCO[C@H]1[C@@H](O)[C@H](O)[C@H](O)[C@@H](O1)C